disodium 4,4'-bis[(4-anilino-6-morpholino-1,3,5-triazin-2-yl)amino]stilbene-2,2'-disulfonate N(C1=CC=CC=C1)C1=NC(=NC(=N1)N1CCOCC1)NC=1C=C(C(=CC1)C=CC=1C(=CC(=CC1)NC1=NC(=NC(=N1)NC1=CC=CC=C1)N1CCOCC1)S(=O)(=O)[O-])S(=O)(=O)[O-].[Na+].[Na+]